O1C2=C(N=CC1)N=CC=C2 2H-pyrido[3,2-b][1,4]Oxazine